2-Amino-3,3-dicyclohexyl-N-(4-(1-((S)-2-oxo-4-(trifluoromethyl)imidazolidin-1-yl)ethyl)phenyl)propanamide hydrochloride Cl.NC(C(=O)NC1=CC=C(C=C1)C(C)N1C(N[C@@H](C1)C(F)(F)F)=O)C(C1CCCCC1)C1CCCCC1